NC=1C=C(C=C(C1)C(F)(F)F)[C@@H](C)NC1=NC(=NC2=C3C(=C(C=C12)N1C[C@@H](CC1)O)CCC3)C (R)-1-(4-(((R)-1-(3-amino-5-(trifluoromethyl)phenyl)ethyl)amino)-2-methyl-8,9-dihydro-7H-cyclopenta[h]quinazolin-6-yl)pyrrolidin-3-ol